1-(2-{[1-(3-chloro(2-pyridyl))-isopropyl]amino}pyrimidin-5-yl)pyrazole-4-carbonitrile ClC=1C(=NC=CC1)C(C)(C)NC1=NC=C(C=N1)N1N=CC(=C1)C#N